2-((3-(4-(pyridin-3-yloxy)phenyl)-1,2,4-oxadiazol-5-yl)methyl)acrylic acid N1=CC(=CC=C1)OC1=CC=C(C=C1)C1=NOC(=N1)CC(C(=O)O)=C